5-(tert-butyl)-N-(2-(difluoromethyl)-4-(6-(1-methyl-1H-pyrazol-4-yl)pyrrolo[2,1-f][1,2,4]triazin-4-yl)benzyl)-1,2,4-oxadiazole-3-carboxamide C(C)(C)(C)C1=NC(=NO1)C(=O)NCC1=C(C=C(C=C1)C1=NC=NN2C1=CC(=C2)C=2C=NN(C2)C)C(F)F